O=C1NC(CCC1N1C(C2=CC=CC(=C2C1=O)NCCOCCOCCOCC(=O)OC(C)(C)C)=O)=O Tert-butyl 2-(2-(2-(2-((2-(2,6-Dioxopiperidin-3-yl)-1,3-dioxoisoindolin-4-yl)amino)ethoxy)ethoxy)ethoxy)acetate